FC=1C=C(C=C(C1)F)C1=C(N=C2N1N=CC(=C2C(C)C)NC(OC(C)(C)C)=O)C tert-butyl N-[3-(3,5-difluorophenyl)-8-isopropyl-2-methylimidazo[1,2-b]pyridazin-7-yl]carbamate